hexafluorodysprosium F[Dy](F)(F)(F)(F)F